CC=1C=C(C=C(C1OCC1=CC(=CC(=C1)OC)OC)C)B(O)O 3,5-DIMETHYL-4-(3',5-DIMETHOXYBENZYLOXY)PHENYLBORONIC ACID